CC1=NN(C=C1C1CCN(CC1)CCN1CCOCC1)C1=CC=C(C=C1)OC(F)(F)F 4-[2-[4-[3-methyl-1-[4-(trifluoromethoxy)phenyl]pyrazol-4-yl]-1-piperidyl]ethyl]morpholine